ClC1=NNC(C=C1C(F)(F)F)=NN 3-Chloro-6-hydrazinylidene-4-(trifluoromethyl)-1,6-dihydropyridazine